N1C=C(C=C1)C1=CN2C(S1)=C(C=N2)C(=O)N 2-(1H-pyrrol-3-yl)pyrazolo[5,1-b]thiazole-7-carboxamide